C(C)(=O)N1CCN(CC1)C1=CC=C(C=N1)C=1C=C2CC(N3C(C2=CC1OC)=CC(C(=C3)C(=O)O)=O)C(C)(C)C 9-[6-(4-acetylpiperazin-1-yl)pyridin-3-yl]-6-tert-butyl-10-methoxy-2-oxo-6,7-dihydro-2H-pyrido[2,1-a]isoquinoline-3-carboxylic acid